ClC1=C(C=CC(=C1)F)C(=O)N1CCNCC1 (2-chloro-4-fluoro-phenyl)-piperazin-1-yl-methanone